9-[4-(cycloheptyloxy)phenyl]-3,4,6,7,8,9-hexahydropyrido[2,1-c][1,2,4]thiadiazine 2,2-dioxide C1(CCCCCC1)OC1=CC=C(C=C1)C1CCCN2C1=NS(CC2)(=O)=O